C1(CCCCC1)NC1=C2N=CNC2=NC(=N1)SC1=CC=CC=C1 Cyclohexyl-(2-phenylsulfanyl-9H-purin-6-yl)-amine